1-(O-carboxyphenylamino)-1'-deoxyribulose 5'-phosphate C1=CC=C(C(=C1)C(=O)[O-])NCC(=O)[C@@H]([C@@H](COP(=O)([O-])[O-])O)O